butyl 2-(4-amino-7-methoxy-6-(trifluoromethyl)-9H-pyrimido[4,5-b]indol-9-yl)acetate NC1=NC=NC=2N(C3=CC(=C(C=C3C21)C(F)(F)F)OC)CC(=O)OCCCC